5-(2-Methoxyphenyl)oxazole-2-carboxylic acid ethyl ester C(C)OC(=O)C=1OC(=CN1)C1=C(C=CC=C1)OC